ClC1=CC(=C(COC2=CC=CC(=N2)N2CCN(CC2)CC2=NC3=C(N2C[C@H]2OCC2)C=C(C=C3)C(=O)O)C=C1)F 2-[(4-{6-[(4-chloro-2-fluorobenzyl)oxy]pyridin-2-yl}piperazin-1-yl)methyl]-1-[(2S)-oxetan-2-ylmethyl]-1H-benzimidazole-6-carboxylic acid